C1(CC1)C1=CC=C(C=C1)N1C(N([C@@]2(C1=O)CCN(CCC2)CC2CCOCC2)CC)=O (R)-3-(4-cyclopropylphenyl)-1-ethyl-8-((tetrahydro-2H-pyran-4-yl)methyl)-1,3,8-triazaspiro[4.6]undecane-2,4-dione